N1(C=CC=C1)C1=C(C(=O)O)C=CC=C1N1CC(C1)NC(=O)NC1=CC=C(C=C1)OC(F)(F)F 2-(1H-pyrrol-1-yl)-3-(3-(3-(4-(trifluoromethoxy)phenyl)ureido)azetidin-1-yl)benzoic acid